C(=O)(OC(C)(C)C)N[C@@H](C(C)C)C(=O)OC([C@@H](NC(=O)OC(C)(C)C)C(C)C)=O Boc-L-valine anhydride